2-(3-chloro-4-pyridinyl)[1,2]benzisoselenazol-3(2H)-one ClC=1C=NC=CC1N1[Se]C2=C(C1=O)C=CC=C2